2,3-diphenyl-1-naphthaldehyde C1(=CC=CC=C1)C1=C(C2=CC=CC=C2C=C1C1=CC=CC=C1)C=O